O[C@@H]1CC2=CC[C@H]3[C@@H]4CC[C@H](C(C)=O)[C@]4(CC[C@@H]3[C@]2(CC1)C)C (3β)-3-hydroxy-pregn-5-en-20-one